C(C1=CC=CC=C1)SCC(=O)O 2-(benzylthio)ACETIC ACID